O=C1NC(CCC1C1=CC=C(C=C1)N1CCN(CC1)CCCNC(=O)C=1C2=C(NC1C)\C(\CC2)=C\2/C(NC1=CC=C(C=C21)F)=O)=O (Z)-N-(3-(4-(4-(2,6-dioxopiperidin-3-yl)phenyl)piperazin-1-yl)propyl)-6-(5-fluoro-2-oxoindolin-3-ylidene)-2-methyl-1,4,5,6-tetrahydrocyclopenta[b]pyrrole-3-carboxamide